N-[3-chloro-2-(4,4-dimethyl-1-piperidyl)phenyl]-5-(3-methoxyoxetan-3-yl)thiophene-2-sulfonamide ClC=1C(=C(C=CC1)NS(=O)(=O)C=1SC(=CC1)C1(COC1)OC)N1CCC(CC1)(C)C